C(C1=CC=CC=C1)OC(=O)NC(=N)C=1C=C(SC1)CNC(=O)[C@H]1N([C@H]2C[C@]2(C1)C)C(=O)OC(C)(C)C tert-butyl (1S,3S,5S)-3-(((4-(N-((benzyloxy)carbonyl)carbamimidoyl)thiophen-2-yl)methyl)carbamoyl)-5-methyl-2-azabicyclo[3.1.0]hexane-2-carboxylate